C(=O)OCC(C)C i-butyl formate